C(CCCCCCC\C=C/C\C=C/CCCCC)(=O)OC1=C2C(=CNC2=CC=C1)C[C@@H]1N(CCC1)C([2H])([2H])[2H] 3-(((R)-1-(methyl-d3)pyrrolidin-2-yl)methyl)-1H-indol-4-yl (9Z,12Z)-octadeca-9,12-dienoate